2-(3-(trifluoromethyl)-1H-pyrazol-5-yl)pyridine ((5-(3-morpholinopropyl)-1,3-phenylene)bis(oxy))bis(butane-4,1-diyl)bis(octadeca-9,12-dienoate) O1CCN(CC1)CCCC=1C=C(C=C(C1)OCCCCCCCCCC=CCC=CCCCCCCCC(=O)O)OCCCCCCCCCC=CCC=CCCCCCCCC(=O)O.FC(C1=NNC(=C1)C1=NC=CC=C1)(F)F